3-(1-{4-Amino-3-iodo-1H-pyrazolo[3,4-d]pyrimidin-1-yl}ethyl)-4-[4-fluoro-3-(4,4,5,5-tetramethyl-1,3-dioxolan-2-yl)phenyl]-1H-isochromen-1-one NC1=C2C(=NC=N1)N(N=C2I)C(C)C=2OC(C1=CC=CC=C1C2C2=CC(=C(C=C2)F)C2OC(C(O2)(C)C)(C)C)=O